C(C1=CC=CC=C1)OC1=C(C(=O)N2CC=3C=CC=C(C3C2)C(=O)OC)C(=CC(=C1C)OS(=O)(=O)C1=CC=C(C)C=C1)OS(=O)(=O)C1=CC=C(C)C=C1 methyl 2-(2-(benzyloxy)-3-methyl-4,6-bis(tosyloxy)benzoyl)isoindoline-4-carboxylate